FC1=C2C(=CC(=CC2=CC=C1F)O)C1=C(C=2N=C(N=C(C2C=N1)C1C[C@@H](NCC1)C)OC[C@]12CCCN2C[C@@H](C1)F)F 5,6-difluoro-4-(8-fluoro-2-(((2R,7aS)-2-fluorotetrahydro-1H-pyrrolizin-7a(5H)-yl)methoxy)-4-((2S)-2-methylpiperidin-4-yl)pyrido[4,3-d]pyrimidin-7-yl)naphthalen-2-ol